4-((R)-1-(3-amino-5-(trifluoromethyl)phenyl)ethylamino)-7-((R)-2-carbamoylazetidin-1-yl)-N,N,2-trimethylpyrido[2,3-d]pyrimidine-6-carboxamide NC=1C=C(C=C(C1)C(F)(F)F)[C@@H](C)NC=1C2=C(N=C(N1)C)N=C(C(=C2)C(=O)N(C)C)N2[C@H](CC2)C(N)=O